3-(4-(cyclopentylamino)benzyl)benzamide C1(CCCC1)NC1=CC=C(CC=2C=C(C(=O)N)C=CC2)C=C1